tert-butyl (tert-butoxycarbonyl)(6-(6-chloro-4-((3R,5S)-5-(fluoromethyl)-4-(4-methoxybenzyl)morpholin-3-yl)pyridin-2-yl)pyrimidin-4-yl)carbamate C(C)(C)(C)OC(=O)N(C(OC(C)(C)C)=O)C1=NC=NC(=C1)C1=NC(=CC(=C1)[C@H]1N([C@@H](COC1)CF)CC1=CC=C(C=C1)OC)Cl